4-Quinolinecarboxaldehyde N1=CC=C(C2=CC=CC=C12)C=O